BrC1=CC(=C(C=C1)F)C 4-Bromo-1-fluoro-2-methyl-benzene